7-(3-(3-aminoprop-1-yn-1-yl)-4-(methoxycarbonyl)benzoyl)-2,7-diazaspiro[3.5]nonane-2-carboxylic acid NCC#CC=1C=C(C(=O)N2CCC3(CN(C3)C(=O)O)CC2)C=CC1C(=O)OC